C(C)(C)(C)OC(=O)N[C@H](C(=O)O)CCS(=O)(=O)C (2S)-2-(tert-butoxycarbonylamino)-4-methylsulfonyl-butanoic acid